CC(C)(C)OC(=O)NC1CCN(CC1)CCCCC1=NC=CC=C1 ({1-[4-(pyridin-2-yl)butyl]hexahydropyridin-4-yl}amino)methanoic acid-2-methylpropan-2-yl ester